C(CCCCC)C(CO)(CO)CCCC 2-hexyl-2-butyl-1,3-propanediol